N,N'-(2,2'-Dimethyl-[1,1'-biphenyl]-3,3'-diyl)bis(5-(hydroxymethyl)picolinamide) CC1=C(C=CC=C1NC(C1=NC=C(C=C1)CO)=O)C1=C(C(=CC=C1)NC(C1=NC=C(C=C1)CO)=O)C